CC1=CC=C(C=C1)S(=O)(=O)OCCOC1=CC=C(C=C1)C1C(NC(CC1)=O)=O 2-[4-(2,6-dioxo-3-piperidyl)phenoxy]ethyl 4-methylbenzene-sulfonate